(5RS)-2-(3-Chloro-4-fluorobenzyl)-5-[(3,3-difluoropyrrolidin-1-yl)carbonyl]-2,5,6,7-tetrahydro-3H-pyrrolo[2,1-c][1,2,4]triazol-3-one ClC=1C=C(CN2N=C3N(C2=O)[C@H](CC3)C(=O)N3CC(CC3)(F)F)C=CC1F |r|